FC=1C(=C(C=CC1F)[C@@H]1[C@H](N[C@@]([C@@H]1C)(C(F)(F)F)C)C(=O)NC1=CC(=NC=C1)C(=O)N)OC 4-((2S,3R,4R,5S)-3-(3,4-difluoro-2-methoxyphenyl)-4,5-dimethyl-5-(trifluoromethyl)pyrrolidine-2-carboxamido)pyridineamide